FC1=C(C=CC(=C1)F)NC(CCC=1N=C(N(C1)C1=CC=CC=C1)C1=C(C(=O)N)C=CC=C1C=1C=NNC1)=O (4-(3-((2,4-difluorophenyl)amino)-3-oxopropyl)-1-phenyl-1H-imidazol-2-yl)-3-(1H-pyrazol-4-yl)benzamide